3,5-di-tert-butyl-4-hydroxy-benzenepropanoic acid isotridecyl ester C(CCCCCCCCCC(C)C)OC(CCC1=CC(=C(C(=C1)C(C)(C)C)O)C(C)(C)C)=O